(S)-2-(4-(3-(4-((tert-butyldimethylsilyl)oxy)butan-2-yl)-6-chloroimidazo[1,5-a]pyrazin-1-yl)-1H-pyrazol-1-yl)-N,N-diethyl-ethane-1-amine [Si](C)(C)(C(C)(C)C)OCC[C@H](C)C1=NC(=C2N1C=C(N=C2)Cl)C=2C=NN(C2)CCN(CC)CC